FC1=C(C(=O)C2=NNC3=NC=C(C=C32)C3=CC=C(C=C3)S(=O)(=O)N)C=CC(=C1NS(=O)(=O)C)F 4-[3-[2,4-difluoro-3-(methanesulfonamido)benzoyl]-1H-pyrazolo[3,4-b]pyridin-5-yl]benzenesulfonamide